OC1=C(N=C2C=CC=NC2=C1)OC 7-hydroxy-6-methoxy-1,5-naphthyridine